C(C)C1=NC(=NO1)C1=CC2=C(C(CCO2)N)C=C1 7-(5-ethyl-1,2,4-oxadiazol-3-yl)-3,4-dihydro-2H-1-benzopyran-4-amine